1-(2-{[1-(bicyclo[1.1.1]pentan-1-yl)-1H-pyrazol-4-yl]amino}-6-chloroquinazolin-7-yl)-4-methylpiperidin-4-ol C12(CC(C1)C2)N2N=CC(=C2)NC2=NC1=CC(=C(C=C1C=N2)Cl)N2CCC(CC2)(O)C